C(C)(C)(C)C=1C=C2C=NN(C(C2=C(C1)F)=O)C1=NC=CC(=C1CO)C=1C=C(C(N(C1)C)=O)NC(=O)C1C(C1)F N-(5-(2-(6-tert-butyl-8-fluoro-1-oxophthalazin-2(1H)-yl)-3-(hydroxymethyl)pyridin-4-yl)-1-methyl-2-oxo-1,2-dihydropyridin-3-yl)-2-fluorocyclopropanecarboxamide